ClC1=C(C(=CC=C1)Cl)C1=CC2=C(N=C(N=C2)NC2=CC(=C(N=N2)OCCN2CCS(CC2)(=O)=O)CNC(N(C)C)=O)N(C1=O)C 3-((6-((6-(2,6-dichlorophenyl)-8-methyl-7-oxo-7,8-dihydropyrido[2,3-d]pyrimidin-2-yl)amino)-3-(2-(1,1-dioxidothiomorpholino)ethoxy)pyridazin-4-yl)methyl)-1,1-dimethylurea